[(4-{5-[(2,6-dichlorophenyl)methoxy]pyrimidin-2-yl}morpholin-2-yl)methyl](methyl)amine ClC1=C(C(=CC=C1)Cl)COC=1C=NC(=NC1)N1CC(OCC1)CNC